N1N=CC=C1NC1=NC(=CC(=N1)C1(CCOCC1)C#N)N1[C@@H](COCC1)C (R)-4-(2-((1H-pyrazol-5-yl)amino)-6-(3-methylmorpholino)pyrimidin-4-yl)tetrahydro-2H-pyran-4-carbonitrile